C1(CCC1)C1=C(N=C(S1)C1=CC(=CC=C1)C1=NOC(=C1)[C@]1(C(N(CC1)C)=O)O)C(=O)OC (R)-Methyl 5-cyclobutyl-2-(3-(5-(3-hydroxy-1-methyl-2-oxopyrrolidin-3-yl)isoxazol-3-yl)phenyl)thiazole-4-carboxylate